FC(C1=CC=C(C=C1)C=1OC2=C(N1)C=C(C=C2)N)(F)F 2-[4-(trifluoromethyl)phenyl]-1,3-benzoxazole-5-amine